(2R,3S,11bR)-9,10-Dimethoxy-3-(2-methylpropyl)-1H,2H,3H,4H,6H,7H,11bH-pyrido[2,1-a]isoquinolin-2-yl-methanol HCl salt Cl.COC=1C=C2CCN3[C@@H](C2=CC1OC)C[C@H]([C@@H](C3)CC(C)C)CO